(-)-(S)-N,4-Dimethyl-5-(methylsulfinyl)thiazol-2-amine CNC=1SC(=C(N1)C)[S@@](=O)C